OC1=C(C=O)C(=CC=C1)OC[C@H]1N(CCOC1)C(C1=C(N=CC=C1)CCO)=O (S)-2-hydroxy-6-((4-(2-(2-hydroxyethyl)nicotinoyl)morpholin-3-yl)methoxy)benzaldehyde